Cl.FC(C(C(F)(F)F)(C1=CC(=C(C=C1)N)C(F)(F)F)F)(F)F 4-(perfluoropropane-2-yl)-2-trifluoromethylphenylamine hydrochloride